C1(CCCC1)C(=O)NC=1C=C(C=C(C1)C(F)(F)F)NC(=O)[N-]C1=C[N+](=NO1)CC1=CC=C(C=C1)C=1C(=NC(=NC1)OC)C ((3-(Cyclopentanecarboxamido)-5-(trifluoromethyl)phenyl)carbamoyl)(3-(4-(2-methoxy-4-methylpyrimidin-5-yl)benzyl)-1,2,3-oxadiazol-3-ium-5-yl)amide